(2R)-1,2,5-trimethyl-4-[2-methyl-4-(4-methylimidazol-1-yl)phenyl]sulfonyl-2,3-dihydroquinoxaline CN1[C@@H](CN(C2=C(C=CC=C12)C)S(=O)(=O)C1=C(C=C(C=C1)N1C=NC(=C1)C)C)C